COCCCCNCCNCCNCCNCCC(=O)[O-] 2-oxa-7,10,13,16-tetraazaoctadecane-18-carboxylate